1-(t-butyl) 2-methyl (4S)-2-(2-(chloromethyl)allyl)-4-fluoropyrrolidin-1,2-dicarboxylate ClCC(CC1(N(C[C@H](C1)F)C(=O)OC(C)(C)C)C(=O)OC)=C